6-(6-chloro-2-ethyl-3-pyridyl)-2,8-dimethyl-imidazo[1,2-a]pyridine ClC1=CC=C(C(=N1)CC)C=1C=C(C=2N(C1)C=C(N2)C)C